C(C1=CC=CC=C1)N1C(C(=C2N1C=CC=C2)C(=O)NC2=C(C(=C(C(=C2F)F)C2=CC(=CC=C2)F)F)F)=O 1-Benzyl-2-oxo-N-(2,3,3',5,6-pentafluoro-[1,1'-biphenyl]-4-yl)-1,2-dihydropyrazolo[1,5-a]pyridine-3-carboxamide